C(C1=CC=CC=C1)C=1C=NC=NC1 5-benzyl-pyrimidine